3-(dimethylamino)-propanol CN(CCCO)C